C1(=CC=CC=C1)N(C1=CC=C(CC2C(N(CS2)C2=CC=CC=C2)=O)C=C1)C1=CC=CC=C1 5-(4-(bis(phenyl)amino)benzyl)-4-oxo-3-phenylthiazole